C(C)(=O)N(C(OCCl)=O)CCN(C1=CC=C(C=C1)F)C1=CC(=CC=C1)Br chloromethyl acetyl(2-((3-bromophenyl)(4-fluorophenyl)amino)ethyl)carbamate